ClCCOC[C@@H]1OC1 (R)-2-((2-chloroethoxy)methyl)oxirane